5-(3-hydroxypiperazin-1-yl)-8-methyl-2,3-dihydro-1,4-benzodioxine OC1CN(CCN1)C1=CC=C(C=2OCCOC21)C